2-((7-isopropyl-1,4a-dimethyl-1,2,3,4,4a,4b,5,6,10,10a-decahydrophenanthrene-1-carbonyl)oxy)propane-1,2,3-tricarboxylic acid C(C)(C)C=1CCC2C3(CCCC(C3CC=C2C1)(C(=O)OC(CC(=O)O)(CC(=O)O)C(=O)O)C)C